(E)-4-(3-(3,5-difluorostyryl)-5,6-dihydroimidazo[1,5-a]pyrazin-7(8H)-yl)-6-fluoro-7-(2-fluoro-6-hydroxyphenyl)-1-(2-isopropyl-4-methylpyridin-3-yl)pyrido[2,3-d]pyrimidin-2(1H)-one FC=1C=C(/C=C/C2=NC=C3N2CCN(C3)C=3C2=C(N(C(N3)=O)C=3C(=NC=CC3C)C(C)C)N=C(C(=C2)F)C2=C(C=CC=C2O)F)C=C(C1)F